COC1=NC(=CC=C1N)N1N=CC=C1 2-methoxy-6-(1H-pyrazol-1-yl)-pyridin-3-amine